FCCCCSC=1C(=NNC1SC)C1=CC=CC=C1 4-((4-Fluorobutyl)thio)-5-(methylsulfanyl)-3-phenyl-1H-pyrazole